4-[1-(3-Fluoro-4-methoxy-phenyl)-vinyl]-2-methyl-quinazoline FC=1C=C(C=CC1OC)C(=C)C1=NC(=NC2=CC=CC=C12)C